N-(2-fluorophenethyl)propionamide FC1=C(CCNC(CC)=O)C=CC=C1